2-(3-chloro-5-(methoxymethoxy)-2-vinylphenyl)-4,4,5,5-tetramethyl-1,3,2-dioxaborolane ClC=1C(=C(C=C(C1)OCOC)B1OC(C(O1)(C)C)(C)C)C=C